CN1C=NC2=C(C1=O)C(=NC=C2C2=CC=C(C=C2)C(F)(F)F)NC2CC(C2)C(=O)O (1r,3r)-3-((3-methyl-4-oxo-8-(4-(trifluoromethyl)phenyl)-3,4-dihydropyrido[4,3-d]pyrimidin-5-yl)amino)cyclobutane-1-carboxylic acid